C=C(C)C=1C=C(C=CC1)C(C)(C)NC(C(C)(C)C)=O N-[2-[3-[prop-1-en-2-yl]phenyl]prop-2-yl]pivalic amide